1-[5-chloro-9-(trifluoromethyl)-9H-xanthen-3-yl]pyrrolidine ClC1=C2OC=3C=C(C=CC3C(C2=CC=C1)C(F)(F)F)N1CCCC1